CC1=CC=2CC3N(C2C=C1C(=O)NC1(CC1)C1=CC=CC2=CC=CC=C12)C(NC3)=O 7-Methyl-N-(1-(naphthalen-1-yl)cyclopropyl)-3-oxo-2,3,9,9a-tetrahydro-1H-imidazo[1,5-a]indole-6-carboxamide